2-(2-fluoro-3-nitrophenyl)-4,4,5,5-tetramethyl-1,3,2-dioxaborolane FC1=C(C=CC=C1[N+](=O)[O-])B1OC(C(O1)(C)C)(C)C